4-[6-[1-(cyanomethyl)cyclobutyl]-8-fluoro-5-(3-fluoro-5-methoxy-phenyl)-1H-pyrrolo[2,3-f]indazol-7-yl]benzoic Acid C(#N)CC1(CCC1)C1=C(C2=C(C=C3C=NNC3=C2F)N1C1=CC(=CC(=C1)OC)F)C1=CC=C(C(=O)O)C=C1